3-(4-aminophenyl)-1-(tert-butyl)-5-(pyridin-2-ylamino)-1H-pyrazole-4-carboxamide NC1=CC=C(C=C1)C1=NN(C(=C1C(=O)N)NC1=NC=CC=C1)C(C)(C)C